C[C@@H]1N(C[C@H](N(C1)CC1=C2C=NN(C2=CC=C1)C)C)C1=CC(N(C=2C=CC(=NC12)C#N)C)=O 8-((2s,5r)-2,5-dimethyl-4-((1-methyl-1H-indazol-4-yl)methyl)piperazin-1-yl)-5-methyl-6-oxo-5,6-dihydro-1,5-naphthyridine-2-carbonitrile